C(C)(C)C1=C(C=CC=C1)C1=NC=C(C(=N1)NCC1=CC=C(C=C1)C=1N(C=C(N1)C(F)(F)F)C)OC 2-(2-Isopropylphenyl)-5-methoxy-N-(4-(1-methyl-4-(trifluoromethyl)-1H-imidazol-2-yl)benzyl)pyrimidin-4-amine